N-(2,2-difluorocyclopropyl)-2-methoxybenzamide FC1(C(C1)NC(C1=C(C=CC=C1)OC)=O)F